ClC1=CC(=C(C=C1)C1=NC(=CC=2N=C(N(C(C21)=O)C)C)N2C[C@H](OCC2)C2=NOC(=N2)C2CC2)F (S)-5-(4-chloro-2-fluorophenyl)-7-(2-(5-cyclopropyl-1,2,4-oxadiazol-3-yl)morpholino)-2,3-dimethylpyrido[4,3-d]pyrimidin-4(3H)-one